C(\C=C/C(=O)O)(=O)O.C(C)(C)(C)NC[C@@H](COC1=NSN=C1N1CCOCC1)OC([C@@H](C)OC(C)=O)=O (R)-2-Acetoxy-propionic acid (S)-1-(tert-butylamino-methyl)-2-(4-morpholin-4-yl-[1,2,5]thiadiazol-3-yloxy)-ethyl ester maleate